ClC1=C2C(=NN(C2=CC=C1)S(=O)(=O)C1=CC=C(C=C1)C)N1CCC(CCC1)(F)F 4-chloro-3-(4,4-difluoroazepan-1-yl)-1-(p-tolyl-sulfonyl)indazole